C1(CC1)N1C=CC2=C(C=C(C=C12)F)N1C(C2=CC(=C(C=C2C(=C1)C(=O)N1CCCCC1)OC)OC(F)F)=O 2-(1-cyclopropyl-6-fluoro-1H-indol-4-yl)-7-(difluoromethoxy)-6-methoxy-4-(piperidine-1-carbonyl)isoquinolin-1(2H)-one